2H,4H,5H,6H,7H-pyrazolo[3,4-b]Pyridine-6-thione N=1NC=C2C1NC(CC2)=S